[Pt](Cl)Cl.C1=CC=CCCCC1 cyclooctadiene platinum(II) dichloride